[Si](C)(C)(C(C)(C)C)OCC(CCC1=C(C(=NC=C1)C(C)C)C=1N=CC2=C(N1)N=C(C(=C2)F)Cl)(F)F 4-((tert-butyldimethylsilyl)oxy-3,3-difluorobutyl)-2-isopropylpyridin-3-yl-7-chloro-6-fluoropyrido[2,3-d]pyrimidine